[N+](=O)([O-])C1=C(C(=O)N2CCC=3C2=CN=CC3C3=CC=C(C#N)C=C3)C=CC=C1 4-[1-(2-nitrobenzoyl)-2,3-dihydro-1H-pyrrolo[2,3-c]pyridin-4-yl]benzonitrile